CC=1C(=C(C=CC1N)N)[N+](=O)[O-] methyl-2-nitrobenzene-1,4-diamine